COC1=CC2=C(N=C(N2)NC(CC2=CC=C(C=C2)S(=O)(=O)CC)=O)C=C1OC N-(5,6-dimethoxybenzimidazol-2-yl)-2-[4-(ethylsulfonyl)phenyl]acetamide